Natrium Formaldehyd Sulfoxylat S([O-])[O-].C=O.[Na+].[Na+]